CC1(CC2=NN=C(N2C1)C1=CC=CC=N1)C 6-(6,6-Dimethyl-6,7-dihydro-5H-pyrrolo[2,1-c][1,2,4]triazol-3-yl)pyridine